C(CCC)C(C(=O)O)=C(C)C.CC(=CC(=O)OCCCC)C butyl 3-methylbut-2-enoate (Butyl Senecioate)